C1(CC1)C=1N=C(SC1)C1=NN=C2N1CCN([C@@H]2C)C(=O)C2=CC(=C(C=C2)F)F (R)-(3-(4-cyclopropylthiazol-2-yl)-8-methyl-5,6-dihydro-[1,2,4]triazolo[4,3-a]pyrazin-7(8H)-yl)(3,4-difluorophenyl)methanone